4-(3,8-Diazabicyclo[3.2.1]octan-3-yl)-7-(8-ethynyl-3-hydroxynaphthalen-1-yl)-2-((4-methylpiperidin-4-yl)methoxy)-6,7-dihydropyrido[3,4-d]pyrimidin-8(5H)-one C12CN(CC(CC1)N2)C=2C1=C(N=C(N2)OCC2(CCNCC2)C)C(N(CC1)C1=CC(=CC2=CC=CC(=C12)C#C)O)=O